[Cl-].[Zn+2].C1(=CC=CC=C1)P(C1=CC=CC=C1)(C1=CC=CC=C1)=O.[Cl-] triphenylphosphine oxide zinc chloride